4,5-dioxo-5-((4-oxopent-2-yn-1-yl)oxy)pentanoic acid O=C(CCC(=O)O)C(OCC#CC(C)=O)=O